4-((4-(3-(1,1-dioxido-4-oxo-1,2,5-thiadiazolidin-2-yl)-2-fluoro-4-hydroxyphenyl)-1H-pyrazol-1-yl)methyl)-2-fluorobenzonitrile O=S1(N(CC(N1)=O)C=1C(=C(C=CC1O)C=1C=NN(C1)CC1=CC(=C(C#N)C=C1)F)F)=O